C(#N)C=1C=NN2C1C(=CC(=C2)C=2C=NN(C2)[C@@H]2CN(CCC2)C(=O)OC(C)(C)C)S[C@H](C)C2=C(C=CC=C2Cl)Cl tert-butyl (3S)-3-[4-[3-cyano-4-[(1R)-1-(2,6-dichlorophenyl)ethyl]sulfanyl-pyrazolo[1,5-a]pyridin-6-yl]pyrazol-1-yl]piperidine-1-carboxylate